3-Phenyl-2,3-dibromopropionic acid n-butyl ester C(CCC)OC(C(C(Br)C1=CC=CC=C1)Br)=O